C(#N)C1CC(C1)N1C=C(C=2C1=CN=C(C2)NC(C)=O)C2=CC(=C1C(=N2)C2(OCC1)COCC2)OC2COC2 N-(1-((1r,3r)-3-cyanocyclobutyl)-3-(4'-(oxetan-3-yloxy)-4,5,5',6'-tetrahydro-2H-spiro[furan-3,8'-pyrano[3,4-b]pyridin]-2'-yl)-1H-pyrrolo[2,3-c]pyridin-5-yl)acetamide